[(dimethylfluorenyl)phenyl][phenyl-(biphenylyl)triazinyl]carbazole calcium chloride [Cl-].[Ca+2].CC=1C(=C(C=2CC3=CC=CC=C3C2C1)C1=C(C=CC=C1)C1=C(C=2NC3=CC=CC=C3C2C=C1)C1=NN=NC(=C1C1=C(C=CC=C1)C1=CC=CC=C1)C1=CC=CC=C1)C.[Cl-]